3-(4-(4-fluoro-2-(trifluoromethyl)phenyl)piperidine-1-carbonyl)-1,4,5,7-tetrahydro-6H-pyrazolo[3,4-c]pyridine-6-carboxylic acid tert-butyl ester C(C)(C)(C)OC(=O)N1CC2=C(CC1)C(=NN2)C(=O)N2CCC(CC2)C2=C(C=C(C=C2)F)C(F)(F)F